2-(4-chlorophenyl)-4-[[2-pyridylmethylsulfonyl]oxy]-5-amino-3(2H)-furanone ClC1=CC=C(C=C1)C1OC(=C(C1=O)OS(=O)(=O)CC1=NC=CC=C1)N